(4-(trifluoromethyl)phenyl)methanamine FC(C1=CC=C(C=C1)CN)(F)F